CC1(OCCC1)CNC(=O)C1=NC(=C(N=C1N)C(F)(F)F)Br 3-Amino-6-bromo-5-trifluoromethyl-pyrazine-2-carboxylic acid (2-methyl-tetrahydro-furan-2-yl-methyl)-amide